N-(2-(4-hydroxy-4-methylpiperidin-1-yl)-5-(trifluoromethyl)phenyl)-5-(pyridin-4-yl)furan-2-carboxamide OC1(CCN(CC1)C1=C(C=C(C=C1)C(F)(F)F)NC(=O)C=1OC(=CC1)C1=CC=NC=C1)C